6-bromo-7-chloro-3-(1-(tetrahydro-2H-pyran-2-yl)-1H-pyrazol-4-yl)-1H-indole BrC1=CC=C2C(=CNC2=C1Cl)C=1C=NN(C1)C1OCCCC1